1-Pyrazin-2-ylmethyl-piperidin N1=C(C=NC=C1)CN1CCCCC1